4-(7-methoxyquinolin-4-yl)-2-methylphenol methanesulfonate CS(=O)(=O)OC1=C(C=C(C=C1)C1=CC=NC2=CC(=CC=C12)OC)C